CN([C@@H](C(C)C)C(=O)O)C(=O)C1CCN(CC1)S(=O)(=O)C1[N@](C1)C N-methyl-N-(1-(((S)-1-methylaziridin-2-yl)sulfonyl)piperidine-4-carbonyl)-L-valine